C1=C(C=CC2=CC=CC=C12)NC([C@H]1NC(CC1)=O)=O L-pyroglutamic acid-β-naphthylamide